CC1(OCCC1)CO 2-methyl-2-hydroxymethyl-tetrahydrofuran